O=C1N(C(C=C1)=O)CCOCCC(=O)NCC(=O)NCC(=O)N[C@@H](CC1=CC=CC=C1)C(=O)O (3-(2-(2,5-dioxo-2,5-dihydro-1H-pyrrol-1-yl)ethoxy)propionyl)glycylglycinyl-L-phenylalanine